ClC=1C=CC(=C(C1)C1=C2C(=NC(=C1)C)C(=CS2)C(=O)O)OCCN2C(=NC1=C(C2=O)C(=C(N=C1)C1CC(C1)OC)C#N)C 7-(5-chloro-2-(2-(5-cyano-6-((1s,3s)-3-methoxycyclobutyl)-2-methyl-4-oxopyrido[3,4-d]pyrimidin-3(4H)-yl)ethoxy)phenyl)-5-methylthieno[3,2-b]pyridine-3-carboxylic acid